6-[4-fluoro-2-(piperidin-4-yl)-1,3-benzothiazol-6-yl]-2-methyl-1,3-benzoxazole FC1=CC(=CC2=C1N=C(S2)C2CCNCC2)C2=CC1=C(N=C(O1)C)C=C2